4-(5-chlorobenzofuran-7-yl)-N-[6-(4-cyanophenyl)thiazolo[4,5-b]pyrazin-2-yl]-6-methylpyridine-3-carboxamide ClC=1C=C(C2=C(C=CO2)C1)C1=C(C=NC(=C1)C)C(=O)NC=1SC=2C(=NC=C(N2)C2=CC=C(C=C2)C#N)N1